10,15,20-triphenylporphyrin gold (III) [Au+3].C1(=CC=CC=C1)C=1C=2C=CC(=CC3=CC=C(N3)C(=C3C=CC(C(=C4C=CC1N4)C4=CC=CC=C4)=N3)C3=CC=CC=C3)N2